PYRIDAZIN-3(2H)-ONE N=1NC(C=CC1)=O